FC=1C=C(C=C(C1)F)[C@H]1[C@@H](CN(C1)CCOC)NC(=O)NC1=C(C(=NN1C1=CC=CC=C1)OC[C@H](C(F)(F)F)O)C 1-((3S,4R)-4-(3,5-difluorophenyl)-1-(2-methoxyethyl)pyrrolidin-3-yl)-3-(4-methyl-1-phenyl-3-((R)-3,3,3-trifluoro-2-hydroxypropoxy)-1H-pyrazol-5-yl)urea